NCC(=O)N(C)C(C(=O)C1=CC2=C(OCO2)C=C1)C 2-amino-N-(1-(benzo[d][1,3]dioxol-5-yl)-1-oxopropan-2-yl)-N-methylacetamide